C(C)N1C(N(C(=C1)C#N)C)C#N 1-ethyl-3-methylimidazoledinitrile